5-(4-(4-(6-amino-4-(trifluoromethyl)pyridin-3-yl)-6-morpholinyl-1,3,5-triazin-2-yl)piperazin-1-yl)-N-hydroxy-5-oxopentanamide NC1=CC(=C(C=N1)C1=NC(=NC(=N1)N1CCOCC1)N1CCN(CC1)C(CCCC(=O)NO)=O)C(F)(F)F